FC(C1=NN=C(O1)C1CN(C1)C(=O)OC(C)(C)C)(F)F tert-Butyl 3-(5-(trifluoromethyl)-1,3,4-oxadiazol-2-yl)azetidine-1-carboxylate